hydrofluoric acid, hydrobromide Br.F